C(CS(=O)(=O)[O-])S(=O)(=O)[O-] 1,2-ethane-disulphonate